N-[4-(trifluoromethyl)phenyl]piperidine-1-carboxamide FC(C1=CC=C(C=C1)NC(=O)N1CCCCC1)(F)F